3-cyano-6-((2,2,2-trifluoroethyl)amino)pyrazolo[1,5-a]pyridine C(#N)C=1C=NN2C1C=CC(=C2)NCC(F)(F)F